2,2'-methylenebis(4-methyl-6-tert-butylphenyl) (2-tert-butyl-4-methylphenyl) phosphite P1(OC2=C(C=C(C=C2C(C)(C)C)C)CC2=C(C(=CC(=C2)C)C(C)(C)C)O1)OC1=C(C=C(C=C1)C)C(C)(C)C